1-benzothiophene-6-carbonitrile S1C=CC2=C1C=C(C=C2)C#N